CN[C@@H](CCCNC(N)=N)C(=O)O N-methyl-arginine